(S)-6-allyl-2-((4-((2-hydroxy-1-phenylethyl)amino)-5-(3,8-dioxa-1-azaspiro[4.5]dec-1-en-2-yl)pyridin-2-yl)amino)-7,7-dimethyl-6,7-dihydro-5H-pyrrolo[3,4-d]pyrimidin-5-one C(C=C)N1C(C=2N=C(N=CC2C1=O)NC1=NC=C(C(=C1)N[C@H](CO)C1=CC=CC=C1)C1=NC2(CO1)CCOCC2)(C)C